C(C)(C)(C)OC(=O)N(C1=CC(=NC=2N1N=CC2C(C)C)NC[C@@H]2[C@H](CN(CC2)C(=O)[O-])O)C(C)C=2N=C1N(C=CC=C1)C2 (3r,4r)-4-(((7-((tert-butoxycarbonyl) (1-(imidazo[1,2-a]pyridin-2-yl) ethyl) amino)-3-isopropylpyrazolo[1,5-a]pyrimidin-5-yl) amino) methyl)-3-hydroxypiperidine-1-carboxylate